2-bromo-1-(3-fluorophenyl)-ethan-1-ol BrCC(O)C1=CC(=CC=C1)F